5-[(6R)-6-(1-cyclopropylpyrazol-4-yl)-3,6-dihydro-2H-pyran-4-yl]-7-[2-fluoro-4-(trifluoromethyl)phenyl]-2-methylsulfanyl-thiazolo[4,5-d]pyrimidine C1(CC1)N1N=CC(=C1)[C@H]1C=C(CCO1)C=1N=C(C2=C(N1)N=C(S2)SC)C2=C(C=C(C=C2)C(F)(F)F)F